N1=C(C=CC=C1)C(=O)OCC([C@H](C[C@H]1C(NCC1)=O)NC([C@@H](NC(=O)C=1NC2=CC=CC(=C2C1)OC)CC(C)C)=O)=O (3S)-3-({N-[(4-methoxy-1H-indol-2-yl) carbonyl]-L-leucyl}amino)-2-oxo-4-[(3S)-2-oxopyrrolidin-3-yl]butyl pyridine-2-carboxylate